O[C@H](COC=1C=C(C=CC1)S(=O)(=O)NC)CN[C@H]1COC2(C1)CCN(CC2)S(=O)(=O)C=2C=NC1=CC=CC=C1C2 3-((S)-2-hydroxy-3-((R)-8-(quinolin-3-ylsulfonyl)-1-oxa-8-azaspiro[4.5]dec-3-ylamino)propoxy)-N-methylbenzenesulfonamide